4-methyl-5-(4-naphthalen-1-ylmethyl-piperazin-1-yl)-benzofuran-2-carboxylic acid CC1=C(C=CC2=C1C=C(O2)C(=O)O)N2CCN(CC2)CC2=CC=CC1=CC=CC=C21